N-(4-((5,5-dimethyl-2,4-dioxo-3-(4-((trifluoromethyl)thio)phenyl)imidazolidin-1-yl)methyl)pyridin-2-yl)nicotinamide CC1(C(N(C(N1CC1=CC(=NC=C1)NC(C1=CN=CC=C1)=O)=O)C1=CC=C(C=C1)SC(F)(F)F)=O)C